N-(2-fluoro-3,6-dimethylphenyl)-6,6-dimethyl-4,6-dihydropyrrolo[3,4-c]pyrazole-5(1H)-carboxamide FC1=C(C(=CC=C1C)C)NC(=O)N1C(C=2NN=CC2C1)(C)C